methyl ((S)-2-((3-chloro-5-cyanobenzyl)oxy)icosyl) hydrogen phosphate P(=O)(OC)(OC[C@H](CCCCCCCCCCCCCCCCCC)OCC1=CC(=CC(=C1)C#N)Cl)O